CNC(=O)C1(CNCCC1)NC(OC(C)(C)C)=O tertbutyl (3-(methylcarbamoyl)piperidin-3-yl)carbamate